NC1=CC=C(C=C1)C[C@H](C(=O)OCC1=CC=CC=C1)O benzyl (R)-3-(4-aminophenyl)-2-hydroxypropionate